C(#N)C1=C(C=CC=C1)SC=1C=2N(C=C(C1)C=1C=NN(C1C)C1CCC(CC1)=O)N=CC2C#N 4-(2-cyanophenyl)sulfanyl-6-[5-methyl-1-(4-oxocyclohexyl)pyrazol-4-yl]pyrazolo[1,5-a]pyridine-3-carbonitrile